4-(furo[3,2-c]pyridin-4-yl)-N-(3-hydroxybicyclo[1.1.1]pentan-1-yl)benzamide O1C=CC=2C(=NC=CC21)C2=CC=C(C(=O)NC13CC(C1)(C3)O)C=C2